1-hexadecyl-2-(8Z,11Z,14Z-eicosatrienoyl)-glycero-3-phosphoserine CCCCCCCCCCCCCCCCOC[C@H](COP(=O)(O)OC[C@@H](C(=O)O)N)OC(=O)CCCCCC/C=C\C/C=C\C/C=C\CCCCC